(3R,4S*)-3-((3-(4-Amino-2-methylpyrido[3,2-d]pyrimidin-6-yl)phenyl)ethynyl)-3-hydroxy-1,4-dimethylpyrrolidin-2-one NC=1C2=C(N=C(N1)C)C=CC(=N2)C=2C=C(C=CC2)C#C[C@]2(C(N(C[C@@H]2C)C)=O)O |o1:24|